5-Fluoro-2-((3S,4S,5R)-4-fluoro-3,5-dimethylpiperidin-1-yl)-6-((1-methyl-2-oxo-2,3-dihydro-1H-benzo[d]imidazol-5-yl)amino)nicotinonitrile FC=1C(=NC(=C(C#N)C1)N1C[C@@H](C([C@@H](C1)C)F)C)NC1=CC2=C(N(C(N2)=O)C)C=C1